N1=CC(=CC=C1)NC=1C=CC=NC1 5-(pyridin-3-ylamino)pyridin